C(C)(C)(C)OC(=O)NC1=CC=CC=2SC(=CC21)C(=O)OC methyl 4-((tert-butoxycarbonyl)amino)benzo[b]thiophene-2-carboxylate